C(C)(C)(C)OC(=O)N1C(CCCC1)CC(=O)NC1=CC2=C(OCO2)C=C1C(C)=O (2-((6-Acetylbenzo[d][1,3]dioxol-5-yl)amino)-2-oxoethyl)piperidine-1-carboxylic acid tert-butyl ester